C1(=CC=CC=C1)C(CC(=O)O)C1=CC=CC=C1 3,3-diphenyl-propanoic acid